monomethyl-dipropylmalonic acid CC(CC)C(C(=O)O)(C(=O)O)CCC